3-carbonyl-3-phenylpropionamide C(=O)=C(CC(=O)N)C1=CC=CC=C1